8-(2-((tert-Butyldimethylsilyl)oxy)ethyl)-1,4-dioxaspiro[4.5]decane-8-carbonitrile [Si](C)(C)(C(C)(C)C)OCCC1(CCC2(OCCO2)CC1)C#N